FC1=C(CN2[C@@H](CCC2=O)CC(=O)N[C@@H](C(C)C)C(=O)OCCOC)C=CC=C1F 2-Methoxyethyl (2-((S)-1-(2,3-difluorobenzyl)-5-oxopyrrolidin-2-yl)acetyl)-L-valinate